CN1C[C@H]([C@@H](C1)COC(CCCCCCC\C=C/CCCCCC)=O)COC(CCCCCCC\C=C/CCCCCC)=O trans-1-methyl-3,4-bis(((Z)-hexadec-9-enoyloxy)methyl)pyrrolidine